O1[C@H](COCC1)CN1N=C2C3=C(CCC2=C1)OC(=C3C)C(=O)NC[C@H]3OCCC3 2-[(2S)-1,4-Dioxacyclohexan-2-ylmethyl]-8-methyl-N-[(2S)-tetrahydrofuran-2-ylmethyl]-4,5-dihydro-2H-furo[2,3-g]indazole-7-carboxamide